(1R,3S)-3-(3-{[(2-methyl-1,3-thiazol-5-yl)acetyl]amino}-1H-pyrazol-5-yl)cyclopentyl (2S,3R)-3-hydroxy-2,3-dimethylazetidine-1-carboxylate O[C@]1([C@@H](N(C1)C(=O)O[C@H]1C[C@H](CC1)C1=CC(=NN1)NC(CC1=CN=C(S1)C)=O)C)C